3-((R)-1-(4,4-diethyl-2-imino-6-oxotetrahydropyrimidin-1(2H)-yl)-3-methoxypropyl)-N-((1R,2R)-2-hydroxy-2,3-dihydro-1H-inden-1-yl)benzamide C(C)C1(NC(N(C(C1)=O)[C@H](CCOC)C=1C=C(C(=O)N[C@H]2[C@@H](CC3=CC=CC=C23)O)C=CC1)=N)CC